5-{6-[2-(4-Bromo-phenyl)-ethylamino]-pyrimidin-4-yl}-3-ethoxy-thiophene BrC1=CC=C(C=C1)CCNC1=CC(=NC=N1)C1=CC(=CS1)OCC